N-phenyl-4-azapentalene C1(=CC=CC=C1)N1C2=CC=CC2=CC1